N,N-diethylphenyl-urea C(C)N(C(=O)NC1=CC=CC=C1)CC